BrC1=C(C[C@H]2COC3=C(C=C(C=C3C2=O)CN2C(N(C=C2)C)=N)C2=CC=C(C=C2)F)C(=C(C=C1OC)OC)Br (S)-3-(2,6-dibromo-3,5-dimethoxybenzyl)-8-(4-fluorophenyl)-6-((2-imino-3-methyl-2,3-dihydro-1H-imidazol-1-yl)methyl)chroman-4-one